N1=CN=CC=2CC=3C(=CC12)C=CN3 pyrrolo[2,3-g]quinazolin